C(C)SC1=NC=NN1CC1=CC=C(C=C1)C1=NOC(=N1)C(F)(F)F 3-[4-[(5-Ethylsulfanyl-1,2,4-triazol-1-yl)methyl]phenyl]-5-(trifluoromethyl)-1,2,4-oxadiazol